C(C1=CC=CC=C1)C1(C(C(=O)N(C1=O)O)C1CCCCCCC1)CC1=CC=CC=C1 dibenzylcyclooctyl-N-hydroxysuccinimide